(5-((3-(cyclopropylmethyl)-2,4,5-trioxoimidazolidin-1-yl)methyl)-1,2,4-oxadiazol-3-yl)-N-((5-hydroxytetrahydro-2H-pyran-2-yl)methyl)-N-(2-methoxyphenyl)acetamide C1(CC1)CN1C(N(C(C1=O)=O)CC1=NC(=NO1)CC(=O)N(C1=C(C=CC=C1)OC)CC1OCC(CC1)O)=O